(S)- or (R)-2-(4-(difluoromethoxy)-2,6-diisopropylphenyl)-N-(2-(2-hydroxypropan-2-yl)thiazol-5-ylsulfonimidoyl)acetamide FC(OC1=CC(=C(C(=C1)C(C)C)CC(=O)N[S@@](=O)(=N)C1=CN=C(S1)C(C)(C)O)C(C)C)F |o1:16|